2-((4-methylisoxazol-5-yl)methyl)-6-(2-(2,2,2-trifluoroethoxy)pyrimidin-5-yl)pyridazin-3(2H)-one CC=1C=NOC1CN1N=C(C=CC1=O)C=1C=NC(=NC1)OCC(F)(F)F